6-(2-chloro-4-methylphenyl)-8-methyl-2-((3-(methylsulfonyl)phenyl)amino)pyrido[2,3-d]pyrimidin-7(8H)-one ClC1=C(C=CC(=C1)C)C1=CC2=C(N=C(N=C2)NC2=CC(=CC=C2)S(=O)(=O)C)N(C1=O)C